Cl.N[C@@H](CC(=O)OCC)C1=CC(=CC=C1)OC1=C(C=C(C=C1)F)F ethyl (S)-3-amino-3-(3-(2,4-difluorophenoxy)phenyl)propanoate hydrochloride